FC1(CN(C1)C(=O)N)F 3,3-Difluoroazetidine-1-carboxamide